N1=CNC2=NC=CC(=C21)C=2C=NN(C2)C2=CC=C(C=N2)C(C(F)(F)F)(O)C2CN(C2)C(C)C (6-(4-(3H-imidazo[4,5-b]pyridin-7-yl)-1H-pyrazol-1-yl)pyridin-3-yl)-2,2,2-trifluoro-1-(1-isopropylazetidin-3-yl)ethanol